4-((9-fluoro-11H-benzo[b]pyrido[3,2-f]azepin-11-yl)methyl)-N-hydroxybenzamide FC=1C=CC2=C(N(C3=C(C=C2)C=CC=N3)CC3=CC=C(C(=O)NO)C=C3)C1